tert-butyl 4-(4-(3-(3-fluorophenyl)furo[3,2-b]pyridin-6-yl)phenyl)piperazine-1-carboxylate FC=1C=C(C=CC1)C1=COC=2C1=NC=C(C2)C2=CC=C(C=C2)N2CCN(CC2)C(=O)OC(C)(C)C